BrC=1C2(C3=CC=C(C=C3C1)C)CCC1(CC2)NC(NC1=O)=O 2''-bromo-5''-methyldispiro[imidazolidine-4,1'-cyclohexane-4',1''-indene]-2,5-dione